ClC=1C=C(C(=O)N(C)[C@H]2COCC=3NC(C=4C=C(C(=CC4C32)F)F)=O)C=CC1 (R)-3-Chloro-N-(8,9-difluoro-6-oxo-1,4,5,6-tetrahydro-2H-pyrano[3,4-c]isoquinolin-1-yl)-N-methylbenzamide